C(#N)C1=C(C=C(C=C1)[N+](=O)[O-])S(=O)(=O)N(C)C 2-cyano-N,N-dimethyl-5-nitrobenzenesulfonamide